The molecule is a member of the class of catechols that is benzene-1,2-diol substituted by a methoxy group at position 5 and a 3-(3,4-dimethoxyphenyl)propyl group at position 4. It has been isolated from the stems of Combretum griffithii. It has a role as a plant metabolite. It is a member of catechols and a dimethoxybenzene. COC1=C(C=C(C=C1)CCCC2=CC(=C(C=C2OC)O)O)OC